O=C1NC(CCC1C=1C=C(C=CC1)NC(CCCCCCNC1CC2(C1)CCC2)=O)=O N-(3-(2,6-dioxopiperidin-3-yl)phenyl)-7-(spiro[3.3]heptane-2-ylamino)heptanamide